[Cl-].C(C=C)(=O)OCC[N+](CC)(CC)C acryloxyethyl-methyl-diethyl-ammonium chloride